tert-butyl 3-formyl-4-(4-(methylcarbamoyl)phenyl)-5-oxo-5,6,7,9-tetrahydropyrazolo[1,5-a]pyrido[4,3-e]pyrimidine-8(4H)-carboxylate C(=O)C=1C=NN2C1N(C(C1=C2CN(CC1)C(=O)OC(C)(C)C)=O)C1=CC=C(C=C1)C(NC)=O